(R)-2-(6-chloro-7-methylimidazo[1,2-a]pyridin-2-yl)-N-(5-cyclopropyl-2H-pyrazol-3-yl)propanamide ClC=1C(=CC=2N(C1)C=C(N2)[C@H](C(=O)NC=2NN=C(C2)C2CC2)C)C